[Cl-].[K+].[Na+].[Cl-] sodium potassium chloride salt